BrC=1C=C(/C=C/C2=CC=3C(C4=CC=CC=C4C3C=C2)(C)C)C=CC1OCOC (E)-2-(3-bromo-4-(methoxymethoxy)styryl)-9,9-dimethyl-9H-fluorene